ClC1=CC2=C(N=C(S2)NC=2C=C(C(=O)NC3CNCC3)C=CN2)C=C1 2-((6-chlorobenzo[d]-thiazol-2-yl)amino)-N-(pyrrolidin-3-yl)-isonicotinamide